(2R)-((1R)-(4-pentynoyl)-(2S)-methoxy-(2S)-methylpentyl)-(5R)-oxo-(3S)-Z-propenyl-pyrrolidine-1-carboxylic acid tert-butyl ester C(C)(C)(C)OC(=O)N1[C@](C(CC1)=O)(\C=C/C)[C@]([C@H](CCC)C(CCC#C)=O)(C)OC